C(C)C1=NN(C2=NC=NC(=C12)NCC1=CC=C(C=C1)F)C 3-ethyl-4-{[(p-fluorophenyl)methyl]amino}-1-methyl-1H-1,2,5,7-tetraazaindene